trans-1,2-cyclohexanedione C1(C(CCCC1)=O)=O